6-((1-(1-(4-chloro-3-fluorophenyl)-3,3-dimethyl-2,3-dihydro-1H-pyrrolo[3,2-b]pyridin-5-carbonyl)piperidin-3-yl)amino)nicotinic acid ethyl ester C(C)OC(C1=CN=C(C=C1)NC1CN(CCC1)C(=O)C1=CC=C2C(=N1)C(CN2C2=CC(=C(C=C2)Cl)F)(C)C)=O